O=C1N(CCCC1)C=1C=CC[C@H]2C1OCCN2 (4S,4aS)-8-(2-oxopiperidin-1-yl)-1,2,4a,5-tetrahydro-4H-benzo[b][1,4]oxazin